SC(CO)(CO)C 2-mercapto-2-methyl-1,3-propylene glycol